1-(7,8-dihydrooxazolo[4,5-g]isoquinolin-6(5H)-yl)-2,2,2-trifluoroethane-1-one N1=COC=2C1=CC=1CCN(CC1C2)C(C(F)(F)F)=O